rac-(1R,2S,4R,5S)-5-((tert-butoxycarbonyl)amino)-7-oxabicyclo[2.2.1]heptane-2-carboxylic acid C(C)(C)(C)OC(=O)N[C@@H]1[C@H]2C[C@@H]([C@@H](C1)O2)C(=O)O |r|